CNC(=O)C=1C(=NC(=NC1OC1(CC1)C)SC)C N,4-dimethyl-6-(1-methylcyclopropoxy)-2-(methylthio)pyrimidine-5-carboxamide